ClC1=C(C(=CC=C1)F)[C@@H]1[C@H](COC(C1)(C)C)C(=O)N1CC(C2(CN(C2)C(C=C)=O)CC1)(F)F 1-(7-((3R,4S)-4-(2-chloro-6-fluorophenyl)-6,6-dimethyltetrahydro-2H-pyran-3-carbonyl)-5,5-difluoro-2,7-diazaspiro[3.5]nonan-2-yl)prop-2-en-1-one